COC1CC(CC1)N (±)-3-methoxycyclopentan-1-amine